ClCC(O[Si](C)(C)C)C (2-chloro-1-methyl-ethoxy)-trimethyl-silane